C1(CC1)CN1C(=CC2=C1N(N=C2)C)CO (6-(cyclopropylmethyl)-1-methyl-1,6-dihydropyrrolo[2,3-c]pyrazol-5-yl)methanol